(Z)-8-Bromooctanoic acid dec-4-en-1-yl ester C(CCC=CCCCCC)OC(CCCCCCCBr)=O